methyl (2-((benzoyloxy)amino)-2-methylpropyl)(1-(4-fluoro-3-(trifluoromethyl) phenyl)cyclopropyl)carbamate C(C1=CC=CC=C1)(=O)ONC(CN(C(OC)=O)C1(CC1)C1=CC(=C(C=C1)F)C(F)(F)F)(C)C